N-methyl-1-(6-(trifluorometh-yl)pyridazin-3-yl)methanamine CNCC=1N=NC(=CC1)C(F)(F)F